1-(tert-butyl)-N-(2-methoxy-4-(6-(1-methyl-1H-pyrazol-4-yl)pyrrolo[2,1-f][1,2,4]triazin-4-yl)benzyl)-1H-1,2,3-triazole-4-carboxamide C(C)(C)(C)N1N=NC(=C1)C(=O)NCC1=C(C=C(C=C1)C1=NC=NN2C1=CC(=C2)C=2C=NN(C2)C)OC